tert-butyl (3S)-4-(7-(2-amino-6-fluorophenyl)-6-fluoro-1-(2-isopropyl-4-methylpyridin-3-yl)-2-oxo-1,2-dihydropyrido[2,3-d]pyrimidin-4-yl)-3-methylpiperazine-1-carboxylate NC1=C(C(=CC=C1)F)C=1C(=CC2=C(N(C(N=C2N2[C@H](CN(CC2)C(=O)OC(C)(C)C)C)=O)C=2C(=NC=CC2C)C(C)C)N1)F